NC=1C(=CC(=NC1Cl)C1=NC(=NC(=N1)N[C@@H](C(F)(F)F)C)N[C@@H](C(F)(F)F)C)C(F)F 6-(5-amino-6-chloro-4-(difluoromethyl)pyridin-2-yl)-N2,N4-bis((R)-1,1,1-trifluoroprop-2-yl)-1,3,5-triazine-2,4-diamine